trans-2-(4-chloro-3-fluorophenoxy)-N-(4-(5-(4-(trifluoromethyl)cyclohexyl)-1,3,4-oxadiazol-2-yl)cyclohexyl)acetamide ClC1=C(C=C(OCC(=O)N[C@@H]2CC[C@H](CC2)C=2OC(=NN2)C2CCC(CC2)C(F)(F)F)C=C1)F